tert-butyl 3-[4-(4-nitrophenyl) piperazin-1-yl]-8-azaspiro[4.5]decane-8-carboxylat [N+](=O)([O-])C1=CC=C(C=C1)N1CCN(CC1)C1CCC2(C1)CCN(CC2)C(=O)OC(C)(C)C